CO\N=C/1\C2=C(NC=N1)N(C=C2C#C)[C@@H]2O[C@@H]([C@H]([C@H]2O)O)[C@H](O)C2=CC=C(C=C2)Cl (Z)-7-((2R,3R,4S,5R)-5-((R)-(4-chlorophenyl)(hydroxy)methyl)-3,4-dihydroxytetrahydrofuran-2-yl)-5-ethynyl-1,7-dihydro-4H-pyrrolo[2,3-d]pyrimidin-4-one O-methyl oxime